4-((((5-(2,4-dioxotetrahydropyrimidin-1(2H)-yl)pyridin-2-yl)methyl)(methyl)amino)methyl)-N-(4-methyl-3-((4-(pyridin-3-yl)pyrimidin-2-yl)amino)phenyl)benzamide O=C1N(CCC(N1)=O)C=1C=CC(=NC1)CN(C)CC1=CC=C(C(=O)NC2=CC(=C(C=C2)C)NC2=NC=CC(=N2)C=2C=NC=CC2)C=C1